3-(4-((4-((4-((3,4-dichloro-2-fluorophenyl)amino)-7-methoxyquinazolin-6-yl)oxy)piperidin-1-yl)methyl)phenyl)piperidine-2,6-dione ClC=1C(=C(C=CC1Cl)NC1=NC=NC2=CC(=C(C=C12)OC1CCN(CC1)CC1=CC=C(C=C1)C1C(NC(CC1)=O)=O)OC)F